3-methoxythioxanthone COC=1C=CC=2C(C3=CC=CC=C3SC2C1)=O